BrC1=CC=C(S1)C(=O)N(C)C1CC(CCC1)N1C(=NC2=C1C=CC(=C2)C(=O)N)C2=NC=CC=C2 1-(3-(5-bromo-N-methylthiophene-2-carboxamido)cyclohexyl)-2-(pyridin-2-yl)-1H-benzo[d]imidazole-5-carboxamide